OC1(CC1)C(=O)N1CCC(CC1)CN1N=C2C3=C(C[C@@H](C2=C1)C)OC(=C3C(F)(F)F)C(=O)NC[C@H]3OCCC3 (4S)-2-{[1-(1-Hydroxycyclopropan-1-carbonyl)piperidin-4-yl]methyl}-4-methyl-N-{[(2S)-oxolan-2-yl]methyl}-8-(trifluoromethyl)-4,5-dihydro-2H-furo[2,3-g]indazol-7-carboxamid